Methyl 5-((2-(3-(N-(3-chlorobenzyl)sulfamoyl)propoxy)ethyl)amino)benzo[c][2,6]naphthyridine-8-carboxylate ClC=1C=C(CNS(=O)(=O)CCCOCCNC2=NC3=C(C4=CN=CC=C24)C=CC(=C3)C(=O)OC)C=CC1